NC1(CCN(CC1)C1=NC(=C(C(=N1)C(=O)N)C1=C(C(=CC=C1)Cl)Cl)Cl)C 2-(4-Amino-4-methyl-piperidin-1-yl)-6-chloro-5-(2,3-dichloro-phenyl)-pyrimidine-4-carboxylic Acid Amide